ClC=1C=C(C=CC1)C1=CC(=NC=N1)C(=O)NC1=CC=CC=C1 6-(3-chlorophenyl)-N-phenylpyrimidine-4-carboxamide